ethylthiosulfuric acid C(C)OS(O)(=S)=O